CCCCCCCCCCCCCCCCCCCCC[C@@H](CC(=O)SCCNC(=O)CCNC(=O)[C@@H](C(C)(C)COP(=O)([O-])OP(=O)([O-])OC[C@@H]1[C@H]([C@H]([C@@H](O1)N2C=NC3=C(N=CN=C32)N)O)OP(=O)([O-])[O-])O)O The molecule is a 3-hydroxytetracosanoyl-CoA(4-) obtained by deprotonation of the phosphate and diphosphate OH groups of (3S)-hydroxytetracoscanoyl-CoA; major species at pH 7.3. It is a conjugate base of a (3S)-3-hydroxytetracosanoyl-CoA.